C(C)(=O)OC(C(=O)O)C[C@@H](C)[C@H]1CC[C@H]2[C@@H]3CC=C4CCCC[C@]4(C)[C@H]3CC[C@]12C acetoxycholan-5(6)-ene-24-oic acid